tert-butyl (1R,4R)-5-{5-nitro-6-[(pyrimidin-4-yl) amino] pyridin-2-yl}-2,5-diazabicyclo[2.2.2]octane-2-carboxylate [N+](=O)([O-])C=1C=CC(=NC1NC1=NC=NC=C1)N1[C@H]2CN([C@@H](C1)CC2)C(=O)OC(C)(C)C